4-Cyclopropyl-N-((7-fluoro-5-(1-(5-fluoro-2-oxo-1,2-dihydropyridin-3-yl)-2-methoxyethyl)benzo[d]oxazol-2-yl)(4-fluorocyclohexyl)methyl)-1,2,5-oxadiazole-3-carboxamide C1(CC1)C=1C(=NON1)C(=O)NC(C1CCC(CC1)F)C=1OC2=C(N1)C=C(C=C2F)C(COC)C=2C(NC=C(C2)F)=O